O=C1N(CC2=CC=CC=C12)[C@H](C(=O)O)C (S)-2-(1-oxoisoindolin-2-yl)propionic acid